3-Chloro-4-((2-(2,2,2-trifluoroethyl)-1H-imidazol-4-yl)methyl)pyridine ClC=1C=NC=CC1CC=1N=C(NC1)CC(F)(F)F